ClC1=C(C(=CC=C1Cl)OC)C1CCC(=NC1)CCC(=O)NN N'-(5-(2,3-dichloro-6-methoxyphenyl)-3,4,5,6-tetrahydropyridin-2-yl)propionylhydrazine